eicoseneic acid methyl ester COC(C=CCCCCCCCCCCCCCCCCC)=O